O(C1=CC=CC=C1)CC1=CC=C(C=C1)B(O)O 4-(PHENOXYMETHYL)PHENYLBORONIC ACID